tert-butyl N-ethyl-N-[1-[7-[[6-(hydroxymethyl)-8-methyl-imidazo[1,2-a]pyrazin-2-yl]carbamoyl]-2-methyl-indazol-4-yl]-4-piperidyl]carbamate C(C)N(C(OC(C)(C)C)=O)C1CCN(CC1)C=1C2=CN(N=C2C(=CC1)C(NC=1N=C2N(C=C(N=C2C)CO)C1)=O)C